5-[1-(2,3-dimethylphenyl)ethyl]-1H-imidazol-1-yl-2-methylprop-2-en-1-one CC1=C(C=CC=C1C)C(C)C1=CN=CN1C(C(=C)C)=O